(R*)-4-(5-(ethoxycarbonyl)-6-(4-fluoro-2-methylphenyl)-2-(thiazol-2-yl)-3,6-dihydropyrimidin-4-yl)cubane-1-carboxylic Acid C(C)OC(=O)C1=C(NC(=N[C@@H]1C1=C(C=C(C=C1)F)C)C=1SC=CN1)C12C3C4C5(C(C14)C2C53)C(=O)O |o1:10|